NC=1C2=C(N=CN1)C=NC(=C2)C=2C=C(C=CC2)C#C[C@@]2(CCN1C2=NC=C1)O (R)-7-[2-[3-(4-aminopyrido[5,4-d]pyrimidin-6-yl)phenyl]ethynyl]-5,6-dihydropyrrolo[1,2-a]imidazol-7-ol